C(C)(C)(C)OC(=O)N1CC2(C1)CN(C2)C2=NC=C(N=C2)C(F)(F)F 6-[5-(trifluoromethyl)pyrazin-2-yl]-2,6-diazaspiro[3.3]heptane-2-carboxylic Acid Tert-Butyl Ester